methyl 4-(5-oxo-4,5-dihydro-1,3,4-Oxadiazol-2-yl)butanoate O=C1NN=C(O1)CCCC(=O)OC